ClC=1C=CC2=C(N=NN(C2=O)CC(C2=CC=CC=C2)NC(C2=C(C=CC=C2)C(F)(F)F)=O)C1 N-(2-(7-chloro-4-oxobenzo[d][1,2,3]triazin-3(4H)-yl)-1-phenylethyl)-2-(trifluoromethyl)Benzamide